O=C(SCCC[Si]1(OCCCO1)OCCCO[Si]1(OCCCO1)C(CC)SC(C(CCCC)CC)=O)C(CCCC)CC 3-(2-{3-[2-(4-thia-5-oxo-6-ethyl-decyl)-[1,3,2]dioxasilinan-2-yloxy]-propoxy}-[1,3,2]dioxasilinan-2-yl)-4-thia-5-oxo-6-ethyl-decane